FC=1C=2N(C=C(C1)N1C(=NC(=C1)CNC1=C(C=CC=C1)F)C1=NC(=CC=C1)C)C(=CN2)C(=O)N 8-Fluoro-6-(4-(((2-fluorophenyl)amino)methyl)-2-(6-methylpyridin-2-yl)-1H-imidazol-1-yl)imidazo[1,2-a]pyridine-3-carboxamide